NC=1SC(=C(N1)C1=CC=CC=C1)OC1=CC(=NC=C1)NC=1C=C(C=CC1)S(=O)(=O)O 3-((4-((2-Amino-4-phenylthiazol-5-yl)oxy)pyridin-2-yl)amino)benzenesulfonic acid